N1=CN=C(C2=C1NC=C2)N2CCN(CC2)C([C@@H](C2=CC=C(C=C2)Cl)[C@@H]2[C@H]1CC1CN2)=O (2S)-1-(4-(7H-pyrrolo[2,3-d]pyrimidin-4-yl)piperazin-1-yl)-2-((1S,2S)-3-azabicyclo[3.1.0]hex-2-yl)-2-(4-chlorophenyl)ethan-1-one